7,7-dimethyl-4-octenoic acid CC(CC=CCCC(=O)O)(C)C